C(C)OC=1C=CC(=C(C1)B(O)O)F 5-ethoxy-2-fluorophenylboronic acid